C1(CC1)C1=CN=C(N1)C1=NC=CC(=C1)C=1C=NC=C(C1)OC 2'-(5-Cyclopropyl-1H-imidazol-2-yl)-5-methoxy-3,4'-bipyridine